ClC1=C(C=CC(=C1)Cl)N\N=C(\C(=O)OCC)/C=N/O Ethyl (2E,3E)-2-[2-(2,4-dichlorophenyl)hydrazinylidene]-3-(hydroxyimino)propanoate